N1([C@@H]2[C@H](CC1)CNC2)C2=CC(=CC(=N2)NC=2C1=C(C(=NC2)C2=C3C(=NC=C2)N(C=C3)C)CNC1=O)C 7-((6-((3aR,6aR)-hexahydro-pyrrolo[3,4-b]pyrrol-1(2H)-yl)-4-methylpyridin-2-yl)amino)-4-(1-methyl-1H-pyrrolo[2,3-b]pyridin-4-yl)-2,3-dihydro-1H-pyrrolo[3,4-c]pyridin-1-one